F[C@H]1C2=C([C@@H]3CCCC(N3C1)=O)NC1=CC=C(C(=C12)F)F (7s,12bS)-7,8,9-trifluoro-1H,2H,3H,4H,6H,7H,12H,12bH-indolo[2,3-a]quinolizin-4-one